5-Bromo-2-methylpyridin-4-amine BrC=1C(=CC(=NC1)C)N